1-(cyclopropylmethyl)pyrazole-4-boronic acid C1(CC1)CN1N=CC(=C1)B(O)O